2-(1-acryloyl-4-(7-(3,4-dihydroquinolin-1(2H)-yl)-2-(1-methyl-1,7-diazaspiro[4.4]nonan-7-yl)-5,6,7,8-tetrahydroquinazolin-4-yl)piperazin-2-yl)acetonitrile C(C=C)(=O)N1C(CN(CC1)C1=NC(=NC=2CC(CCC12)N1CCCC2=CC=CC=C12)N1CC2(CCCN2C)CC1)CC#N